3-(2H-benzotriazol-2-yl)-5-tert-butyl-4-hydroxyphenyl propionate C(CC)(=O)OC1=CC(=C(C(=C1)C(C)(C)C)O)N1N=C2C(=N1)C=CC=C2